C(C)(=O)C=1C2=C(C(=NC1)N)C(=NN2[C@@H]2CN(CC2)C(C=C)=O)C#CC2=C(C1=C(N(C=N1)C)C=C2F)F (S)-1-(3-(7-acetyl-4-amino-3-((4,6-difluoro-1-methyl-1H-benzo[d]imidazol-5-yl)ethynyl)-1H-pyrazolo[4,3-c]pyridin-1-yl)pyrrolidin-1-yl)prop-2-en-1-one